N1(CCOCC1)C(=O)C1=CC=C(C=N1)NC(O[C@H](C)[C@H](C)OC1=CC2=C(N=C(S2)C2=C3N=CC(=NC3=CC(=C2)C)OC)C=C1F)=O (2R,3S)-3-((5-fluoro-2-(2-methoxy-7-methylquinoxalin-5-yl)benzo[d]thiazol-6-yl)oxy)butan-2-yl (6-(morpholine-4-carbonyl)pyridin-3-yl)carbamate